CN1N=C2C=C(C(=CC2=C1)C1=CC=CN2C=CC=C12)C 8-(2,6-dimethyl-2H-indazol-5-yl)indolizine